FC(OC1=C(C=C(C=C1)NC(=O)N[C@](C)(CC)C(=O)O)F)F (-)-N-{[4-(difluoromethoxy)-3-fluorophenyl]carbamoyl}-D-isovaline